ClC1=NC2=CC=CC=C2C=C1 2-chloroquinolin